C(C)NC1CCCCC1NCC N,N'-bis-ethyl-cyclohexane-1,6-diamine